(S)-ethyl 8-(2-amino-6-((R)-1-(5-chloro-3'-(methylcarbamoyl)-[1,1'-biphenyl]-2-yl)-2,2,2-trifluoroethoxy)pyrimidin-4-yl)-2,8-diazaspiro[4.5]decane-3-carboxylate NC1=NC(=CC(=N1)N1CCC2(C[C@H](NC2)C(=O)OCC)CC1)O[C@@H](C(F)(F)F)C1=C(C=C(C=C1)Cl)C1=CC(=CC=C1)C(NC)=O